(R)-1-(3-(4-((1-(3-(difluoromethyl)-2-fluorophenyl)ethyl)amino)quinolin-6-yl)-2,5-dihydro-1H-pyrrol-1-yl)ethan-1-one FC(C=1C(=C(C=CC1)[C@@H](C)NC1=CC=NC2=CC=C(C=C12)C=1CN(CC1)C(C)=O)F)F